C1(=CC=C(C=C1)C1=CC=NC=N1)C 6-(p-tolyl)pyrimidine